4-(5,7-difluoro-4-oxo-1,4-dihydroquinolin-2-yl)-5-(2-(dimethylamino)-ethoxy)-picolinonitrile FC1=C2C(C=C(NC2=CC(=C1)F)C1=CC(=NC=C1OCCN(C)C)C#N)=O